1-({3,4-difluoro-2-[(2-fluoro-4-iodophenyl)amino]phenyl}carbonyl)-3-[(2S)-piperidin-2-yl]azetidin-3-ol FC=1C(=C(C=CC1F)C(=O)N1CC(C1)(O)[C@H]1NCCCC1)NC1=C(C=C(C=C1)I)F